COCCN(CC1=C(C=CC(=C1)B1OC(C(O1)(C)C)(C)C)N1CCOCC1)C 2-methoxy-N-methyl-N-(2-morpholino-5-(4,4,5,5-tetramethyl-1,3,2-dioxaborolan-2-yl)benzyl)ethan-1-amine